NC1=C(C=NN1CC1CCCC1)C(=O)OCC ethyl 5-amino-1-(cyclopentylmethyl)-1H-pyrazole-4-carboxylate